C(C)(=O)NC1=C(C=C(C=C1)C1=C(C(=CC=C1)C1=CC(=NC=C1)C#CCNC(OC(C)(C)C)=O)OC)F tert-butyl (3-(4-(4'-acetamido-3'-fluoro-2-methoxy-[1,1'-biphenyl]-3-yl)pyridin-2-yl)prop-2-yn-1-yl)carbamate